2-CHLORO-1-PHENYL-1H-PYRROLO[2,3-B]PYRIDINE-3-CARBALDEHYDE ClC1=C(C=2C(=NC=CC2)N1C1=CC=CC=C1)C=O